C(CCNC([C@@H](O)C(C)(C)CO)=O)(=O)O anti-D-pantothenic acid